(R*)-1-[(S)-1-(2,3-dihydrobenzo[1,4]dioxin-2-yl)methyl]-3-(3-trifluoromethyl-phenyl)piperidine O1[C@H](COC2=C1C=CC=C2)CN2C[C@H](CCC2)C2=CC(=CC=C2)C(F)(F)F |o1:13|